ClC1=C(C=CC=C1)CC(=O)NC1=CC(=C(C=C1)OC1CCCCC1)S(N)(=O)=O 2-(2-chlorophenyl)-N-[4-(cyclohexyloxy)-3-sulfamoylphenyl]acetamide